FC(C=CC(=O)OCC)(F)F ethyl 4,4,4-trifluorobut-2-enoate